(E)-2-(ethoxycarbonyl)vinylboronic acid pinacol ester C(C)OC(=O)/C=C/B1OC(C)(C)C(C)(C)O1